C1=CC=CC=2C3=CC=CC=C3N(C12)C1=C(C=CC=C1)C1=C(C=CC=C1N1C2=CC=C(C=C2C=2C=C(C=CC12)C1=CC=CC=C1)C1=CC=CC=C1)N1C2=CC=C(C=C2C=2C=C(C=CC12)C1=CC=CC=C1)C1=CC=CC=C1 2'-(9H-carbazol-9-yl)-2,6-bis(3,6-diphenyl-9H-carbazol-9-yl)-[1,1'-biphenyl]